(±)-trans-1-(tert-Butoxycarbonyl)-4-(tetrahydro-2H-pyran-4-yl)pyrrolidine-3-carboxylic acid C(C)(C)(C)OC(=O)N1C[C@H]([C@@H](C1)C1CCOCC1)C(=O)O |r|